3-(7-chloro-2-(methylamino)-2,3-dihydro-1H-inden-5-yl)-6-((1-(3-cyclopropyl-3-(4-fluorophenyl)propionyl)-4-hydroxypiperidin-4-yl)methyl)isothiazolo[4,3-d]pyrimidin-7(6H)-one ClC=1C=C(C=C2CC(CC12)NC)C=1SN=C2C1N=CN(C2=O)CC2(CCN(CC2)C(CC(C2=CC=C(C=C2)F)C2CC2)=O)O